NC1=NC=CC(=C1Cl)OC1=C(C=C(C=C1)C1=NN(C(=C1C(=O)N)C(F)(F)F)C1=NC=CC=C1F)F (4-((2-amino-3-chloropyridin-4-yl)oxy)-3-fluorophenyl)-1-(3-fluoropyridin-2-yl)-5-(trifluoromethyl)-1H-pyrazole-4-carboxamide